2-(2,6-dimethyl-4-((4-(5-(trifluoromethyl)pyridin-2-yl)piperazin-1-yl)methyl)phenoxy)-2-Ethyl methylpropionate CC(C(=O)OC(C)OC1=C(C=C(C=C1C)CN1CCN(CC1)C1=NC=C(C=C1)C(F)(F)F)C)C